6-iodo-2-methoxynicotinaldehyde IC1=NC(=C(C=O)C=C1)OC